lithium 4-((tert-butoxycarbonyl)amino)-2-(methylthio)thiazole-5-carboxylate C(C)(C)(C)OC(=O)NC=1N=C(SC1C(=O)[O-])SC.[Li+]